NCCCCC(=O)NC1=CC(=CC=C1)C#CCN 5-amino-N-(3-(3-aminoprop-1-yn-1-yl)phenyl)pentanamide